FC1=C(C(=C2C=CNC2=C1)S(=O)(=O)CCN(C(OCC1=CC=CC=C1)=O)C)OC1=CC(=CC=C1)C=1NC(=CN1)C(C)(C1=CC=CC=C1)O Benzyl (2-((6-fluoro-5-(3-(5-(1-hydroxy-1-phenylethyl)-1H-imidazol-2-yl)phenoxy)-1H-indol-4-yl)sulfonyl)ethyl)(methyl)carbamate